Ethyl 2-(furan-2-carbonyl)-1,2,3,4-tetrahydroisoquinoline-3-carboxylate O1C(=CC=C1)C(=O)N1CC2=CC=CC=C2CC1C(=O)OCC